tert-butyl (S)-(5-(2-(2-aminopyridin-3-yl)-5-(1H-pyrazol-1-yl)-3H-imidazo[4,5-b]pyridin-3-yl)-3,3-difluoro-2,3-dihydro-1H-inden-1-yl)carbamate NC1=NC=CC=C1C1=NC=2C(=NC(=CC2)N2N=CC=C2)N1C=1C=C2C(C[C@@H](C2=CC1)NC(OC(C)(C)C)=O)(F)F